tridecapropylene glycol ditosylate S(=O)(=O)(C1=CC=C(C)C=C1)OC(C)COC(C)COC(C)COC(C)COC(C)COC(C)COC(C)COC(C)COC(C)COC(C)COC(C)COC(C)COC(C)COS(=O)(=O)C1=CC=C(C)C=C1